(8S)-N-[(4-Carbamimidoylthiophen-2-yl)methyl]-7-(2-{[4-(4-methylphenoxy)phenyl]-formamido}acetyl)-1,4-dioxa-7-azaspiro[4.4]nonane-8-carboxamide C(N)(=N)C=1C=C(SC1)CNC(=O)[C@H]1N(CC2(OCCO2)C1)C(CNC(=O)C1=CC=C(C=C1)OC1=CC=C(C=C1)C)=O